C1OCC12CC(C2)COC2=C(C=C(C=C2)S(=O)(=O)N)[N+](=O)[O-] 4-(2-oxaspiro[3.3]heptane-6-ylmethoxy)-3-nitrobenzenesulfonamide